S1C(=CC=C1)C1=NC2=C(N1CCCC1=CC=CC=C1)C=C(C=C2)OC 2-(thiophen-2-yl)-6-methoxy-1-(3-phenylpropyl)-1H-benzo[d]imidazole